N=1N(N=CC1)C1=C(C=C(C=N1)C1=NN(C(=C1C(=O)N)C(F)F)C=1C=2C3=C(C(NC3=CC1)=O)C=CC2)Cl (6-(2H-1,2,3-triazol-2-yl)-5-chloropyridin-3-yl)-5-difluoromethyl-1-(2-oxo-1,2-dihydrobenzo[cd]indol-6-yl)-1H-pyrazole-4-carboxamide